N-(2-hydroxy-4-aminophenyl)-3-chlorobenzamide OC1=C(C=CC(=C1)N)NC(C1=CC(=CC=C1)Cl)=O